N1N=CC=2CCC(CC12)C(=O)O 4,5,6,7-tetrahydro-1H-indazole-6-carboxylic acid